S(=O)(=O)(C1=CC=C(C)C=C1)OCCOC=1C=C(C(=O)O)C=CC1 3-(2-(tosyloxy)ethoxy)benzoic acid